2-[4-(5-ethylpyrimidin-4-yl)piperazine-1-carbonyl]-6-(2-methoxyethoxy)-1-(2-methoxyethyl)indole C(C)C=1C(=NC=NC1)N1CCN(CC1)C(=O)C=1N(C2=CC(=CC=C2C1)OCCOC)CCOC